BrCC(=O)C=1C(=NOC1)C1CC1 2-bromo-1-(3-cyclopropylisoxazol-4-yl)ethanone